4-chloro-5-(4-cyano-6-trifluoromethyl-pyridin-3-yl)-2-methoxy-N-methyl-N-{2-[2-(1H-tetrazol-5-yl)-ethoxy]-phenyl}-benzamide ClC1=CC(=C(C(=O)N(C2=C(C=CC=C2)OCCC2=NN=NN2)C)C=C1C=1C=NC(=CC1C#N)C(F)(F)F)OC